BrC1=C2C(N(C(NC2=CC(=C1)CO)=O)CC)=S 5-bromo-3-ethyl-7-(hydroxymethyl)-4-thioxo-3,4-dihydroquinazolin-2(1H)-one